3-(1H-indazol-1-yl)-1-methyl-1H-pyrazol N1(N=CC2=CC=CC=C12)C1=NN(C=C1)C